(2-acetamidobenzo[d]thiazol-6-yl)-1-[2-(3-oxomorpholin-4-yl)ethyl]-3-(4-chlorophenyl)urea C(C)(=O)NC=1SC2=C(N1)C=CC(=C2)N(C(=O)NC2=CC=C(C=C2)Cl)CCN2C(COCC2)=O